CC1=NC=CC(=C1)C=1OC=C(N1)C(=O)NC=1C=C2C(=NC1N1CCCCC1)N=C(S2)N2CCOCC2 2-(2-methylpyridin-4-yl)-N-(2-morpholino-5-(piperidin-1-yl)thiazolo[4,5-b]pyridin-6-yl)oxazole-4-carboxamide